(S)-2-(N-[4-amino-5-[6-(difluoromethoxy)pyridine-3-carbonyl]thiazol-2-yl]-4-fluoro-anilino)propanamide NC=1N=C(SC1C(=O)C=1C=NC(=CC1)OC(F)F)N(C1=CC=C(C=C1)F)[C@H](C(=O)N)C